C(CCCCCCC)[N+](CC1=CC=CC=C1)(C)C N-octyl-N,N-dimethyl-N-benzylammonium